5-(6-((2-(2-Cyano-7-fluoro-4-methoxy-1H-indol-1-yl)ethyl)amino)pyrimidin-4-yl)-3-ethoxy-N-sulfamoylthiophen-2-carboxamid C(#N)C=1N(C2=C(C=CC(=C2C1)OC)F)CCNC1=CC(=NC=N1)C1=CC(=C(S1)C(=O)NS(N)(=O)=O)OCC